1-(4-(2,3-Dimethylphenyl)piperidin-1-yl)-2-(3-((3R,4S)-3-fluoro-4-hydroxypiperidin-1-carbonyl)-5,6-dihydrocyclopenta[c]pyrazol-1(4H)-yl)ethanon CC1=C(C=CC=C1C)C1CCN(CC1)C(CN1N=C(C2=C1CCC2)C(=O)N2C[C@H]([C@H](CC2)O)F)=O